5-((2-amino-3-fluoropyridin-4-yl)methyl)-N-cyclopropyl-3,4-difluoro-2-((2-fluoro-4-iodophenyl)amino)benzamide NC1=NC=CC(=C1F)CC=1C(=C(C(=C(C(=O)NC2CC2)C1)NC1=C(C=C(C=C1)I)F)F)F